tert-butyl rel-methyl((6-((4bR,8aR)-4b,7,7-trimethyl-2-(methylsulfinyl)-4b,7,8,8a-tetrahydropyrano[3',4':4,5]pyrrolo[2,3-d]pyrimidin-9(5H)-yl)pyridin-2-yl)methyl)carbamate CN(C(OC(C)(C)C)=O)CC1=NC(=CC=C1)N1[C@H]2[C@@](C3=C1N=C(N=C3)[S@](=O)C)(COC(C2)(C)C)C |o1:25|